N1=NNC2=NC(=CC=C21)C=2C=CC(=C(C(=O)OC)C2)F methyl 5-(3H-[1,2,3]triazolo[4,5-b]pyridin-5-yl)-2-fluorobenzoate